potassium-aluminum phosphate P(=O)([O-])([O-])[O-].[Al+3].[K+]